2-bromo-6-fluoro-3-methoxy-pyridine BrC1=NC(=CC=C1OC)F